C(C=C)(=O)N1CC(CC1)C=1C=C(C=C2C=NC=NC12)C1=C(C=C(C(=O)NC2=NC=CC(=C2)C#N)C=C1)Cl 4-(8-(1-propenoylpyrrolidin-3-yl)quinazolin-6-yl)-3-chloro-N-(4-cyanopyridin-2-yl)benzamide